[Cu+2].C1(=CC=CC=C1)C(C(N)C1=CC=CC=C1)N 1,2-diphenyl-ethylenediamine copper (II)